[K].CC1=CC=CC=2NN=NC21 4-methyl-1H-benzotriazole potassium salt